Tert-butyl 4-(2-fluoro-6-(methylcarbamoyl) pyridin-3-yl)-1,2,3,6-tetrahydropyridine-1-carboxylate FC1=NC(=CC=C1C=1CCN(CC1)C(=O)OC(C)(C)C)C(NC)=O